N(=[N+]=[N-])C1=C(C(=C(C(=C1[N+](=O)[O-])N=[N+]=[N-])[N+](=O)[O-])N=[N+]=[N-])[N+](=O)[O-] 1,3,5-triazido-2,4,6-trinitrobenzene